FC1=C(C(=O)N=S(C2=NC=CC=C2)(=O)C)C=CC(=C1)C1=NOC(=N1)C(F)(F)F 2-fluoro-N-(methyl(oxo)(pyridin-2-yl)-λ6-sulfanylidene)-4-(5-(trifluoromethyl)-1,2,4-oxadiazol-3-yl)benzamide